magnesium oxide [O-2].[Mg+2]